2-[2-[(3-cyano-2-pyridyl)sulfanyl]-2-phenyl-ethyl]propanedinitrile C(#N)C=1C(=NC=CC1)SC(CC(C#N)C#N)C1=CC=CC=C1